N1(N=NC=C1)C1=C(CNC2=C3N=CN(C3=NC(=N2)N2CCC(CC2)N)C(C)C)C=CC=C1 N-(2-(1H-1,2,3-triazol-1-yl)benzyl)-2-(4-aminopiperidin-1-yl)-9-isopropyl-9H-purin-6-amine